C1(=CC=CC=C1)C(C(=O)OC(C(C(OC(C1=CC=CC=C1)=O)C1=CC=CC=C1)C)C)=O 2-methyl-1-phenyl-1,3-butanediol benzoate phenylglyoxylate